C(C)OC=1N=C2N(C(C1)=O)N=C(S2)C 7-ethoxy-2-methyl-[1,3,4]thiadiazolo[3,2-a]pyrimidin-5-one